5-(2-hydroxyethyl)-2-((2-(trimethylsilyl)ethoxy)methyl)isoquinoline OCCC1=C2C=CN(CC2=CC=C1)COCC[Si](C)(C)C